N=1N=CN(C1)C1CCC(CC1)=O 4-(1,2,4-triazol-4-yl)-cyclohexanone